2,2'-thiobis(p-tert-octylphenol) nickel [Ni].S(C1=C(C=CC(=C1)C(C)(C)CC(C)(C)C)O)C1=C(C=CC(=C1)C(C)(C)CC(C)(C)C)O